2,2,4,15,17,17-Hexamethyl-7,12-bis(3,5,5-trimethylhexyl)octadecane CC(C)(CC(CCC(CCCCC(CCC(CC(C)(C)C)C)CCC(CC(C)(C)C)C)CCC(CC(C)(C)C)C)C)C